C(C=C)(=O)O.C(C)CN(C)C ethyl-trimethylamine acrylate